FC1(CC(C1)C(=O)N1C[C@H]([C@H](C1)F)NC(=O)C=1C=C(C=NC1OC([2H])([2H])[2H])C1=CC=C2C(=NNC2=C1)C(=O)NC([2H])([2H])[2H])F 6-(5-(((3R,4S)-1-(3,3-difluorocyclobutanecarbonyl)-4-fluoropyrrolidin-3-yl)carbamoyl)-6-methoxy-d3-pyridin-3-yl)-N-methyl-d3-1H-indazole-3-carboxamide